1-((3R,5R,8R,9R,10S,13S,14S,15S,17S)-15-Cyclopropyl-3-hydroxy-3,13-dimethylhexadecahydro-1H-cyclopenta[a]phenanthren-17-yl)ethan-1-one C1(CC1)[C@H]1[C@H]2[C@@H]3CC[C@@H]4C[C@](CC[C@@H]4[C@H]3CC[C@@]2([C@H](C1)C(C)=O)C)(C)O